ClC=1C=NC2=CC(=CC=C2C1)C(=O)N[C@H]1CC[C@@H](N(C1)C(=O)OC(C)(C)C)C=1OC(=NN1)OCCOC(F)(F)F tert-butyl (2R,5S)-5-(3-chloroquinoline-7-amido)-2-{5-[2-(trifluoromethoxy)ethoxy]-1,3,4-oxadiazol-2-yl}piperidine-1-carboxylate